5-Methyl-2-(2-methylpyrazol-3-yl)pyridine CC=1C=CC(=NC1)C=1N(N=CC1)C